5-Fluoro-2-[2-[[(3R)-1-methyl-3-piperidyl]amino]oxazolo[4,5-b]pyridin-5-yl]-3-(trifluoromethyl)phenol FC=1C=C(C(=C(C1)O)C1=CC=C2C(=N1)N=C(O2)N[C@H]2CN(CCC2)C)C(F)(F)F